C(C)OC(=O)C1(CCN(CC1)C1=C(C=C(C=C1)C=1C(=NC(=CC1)OCC1=CC=CC=C1)OCC1=CC=CC=C1)F)C 1-(4-(2,6-bis(benzyloxy)pyridin-3-yl)-2-fluorophenyl)-4-methylpiperidine-4-carboxylic acid ethyl ester